(1-(4-cyclobutyl-2-methyl-5-(2H-1,2,3-triazol-4-yl)benzoyl)-4-fluoropiperidin-4-yl)benzonitrile C1(CCC1)C1=CC(=C(C(=O)N2CCC(CC2)(F)C2=C(C#N)C=CC=C2)C=C1C1=NNN=C1)C